1-[2,6-bis(benzyloxy)pyridin-3-yl]-4-bromoindole C(C1=CC=CC=C1)OC1=NC(=CC=C1N1C=CC2=C(C=CC=C12)Br)OCC1=CC=CC=C1